C(C1CO1)N(C1=CC=C(C=C1)OC1=CC(=CC=C1)C)CC1CO1 N,N-diglycidyl-4-(3-methylphenoxy)aniline